acryloyl-ethanesulfonic acid C(C=C)(=O)C(C)S(=O)(=O)O